[Sb]=S.[Li] LITHIUM ANTIMONY SULFIDE